[N+](=O)([O-])[O-].C(C)N1C=NC=C1.[Na+] sodium N-ethylimidazole nitrate